The molecule is a pyridine alkaloid that is 2,2'-bipyridine substituted by a methoxy group at position 4 and an aminocarbonyl group at position 6. Isolated from the marine-derived actinomycete Actinoalloteichus cyanogriseus, it exhibits antineoplastic activity. It has a role as an antineoplastic agent, a bacterial metabolite and a marine metabolite. It is an aromatic ether, a member of bipyridines, a pyridinecarboxamide and a pyridine alkaloid. It derives from a hydride of a 2,2'-bipyridine. COC1=CC(=NC(=C1)C(=O)N)C2=CC=CC=N2